(6S,7S)-6-(3-bromo-2,5-difluorobenzyl)-7-(methylsulfonyl)-5-azaspiro[2.4]heptane-5-carboxylic acid tert-butyl ester C(C)(C)(C)OC(=O)N1CC2(CC2)[C@@H]([C@@H]1CC1=C(C(=CC(=C1)F)Br)F)S(=O)(=O)C